CC1=NOC(=N1)[C@@H]1C2(CCC(C1)(CC2)NC(COC2=CC(=C(C=C2)Cl)F)=O)NC(COC2=CC(=C(C=C2)Cl)F)=O N,N'-[(2S)-2-(3-methyl-1,2,4-oxadiazol-5-yl)bicyclo[2.2.2]octane-1,4-diyl]bis[2-(4-chloro-3-fluorophenoxy)acetamide]